CC1=NC=C(C=C1)C=1C=CC=NC1 methyl-bipyridin-5-yl